TERANTHRACENYL C1(=CC=CC2=CC3=CC=CC=C3C=C12)C=1C(=CC=C2C=C3C=CC=CC3=CC12)C1=CC=CC2=CC3=CC=CC=C3C=C12